CC1=CC(=C(C(=C1OC(=O)C)C)C)OCC(CNC(C)C)O The molecule is 3-(Propan-2-ylamino)propane-1,2-diol in which the hydrogen of the primary hydroxy group is substituted by a 4-acetoxy-2,3,5-trimethylphenoxy group. A non-cardioselective beta-blocker, it is used to lower intra-ocular pressure in the management of open-angle glaucoma. It has a role as a beta-adrenergic antagonist, an anti-arrhythmia drug, an antihypertensive agent and an antiglaucoma drug. It is a propanolamine, an acetate ester, an aromatic ether and a secondary amino compound.